ClC=1C=CC2=C(N(CC(O2)C(=O)NC23CC(C2)(C3)NC(COC3=CC(=C(C=C3)Cl)F)=O)C(CC(C(F)(F)F)(F)F)=O)C1 6-chloro-N-{3-[2-(4-chloro-3-fluorophenoxy)acetamido]bicyclo[1.1.1]pentan-1-yl}-4-(3,3,4,4,4-pentafluorobutanoyl)-3,4-dihydro-2H-1,4-benzoxazine-2-carboxamide